OC[C@@H]1[C@@H]2CC[C@H](CN1C(=O)OCC1=CC=CC=C1)N2C(=O)OC(C)(C)C 3-benzyl 8-tert-butyl (1S,2S,5R)-2-(hydroxymethyl)-3,8-diazabicyclo[3.2.1]octane-3,8-dicarboxylate